[2-chloro-4-[[(1R)-1-[(2S)-2-(hydroxymethyl)indan-4-yl]ethyl]amino]-5,7-dihydropyrrolo[3,4-d]pyrimidin-6-yl]-morpholino-methanone ClC=1N=C(C2=C(N1)CN(C2)C(=O)N2CCOCC2)N[C@H](C)C2=C1C[C@H](CC1=CC=C2)CO